C(CCCCCCCCCCCCCCCCC)(=O)O.NC(=N)NNC(=N)N biguanidine stearate